Triphenylsulfonium 2-[(adamantane-1-carbonyl)oxy]-1,1,3,3,3-pentafluoropropane-1-sulfonate C12(CC3CC(CC(C1)C3)C2)C(=O)OC(C(S(=O)(=O)[O-])(F)F)C(F)(F)F.C2(=CC=CC=C2)[S+](C2=CC=CC=C2)C2=CC=CC=C2